[Cl-].[Cl-].CC1(C=CC=C1)[Zr+2]C=1C(C2=CC=CC=C2C1)C (methyl-cyclopentadienyl)(1-methyl-indenyl)zirconium dichloride